O=C1OC2(CN1C1=NC3=C(OCC(N3)=O)N=C1)CCNCC2 6-(2-oxo-1-oxa-3,8-diazaspiro[4.5]decan-3-yl)-4H-pyrazino[2,3-b][1,4]oxazin-3-one